N,N-dimethyl-5-(2-nitrophenyl)sulfonyl-4,6,7,8-tetrahydropyrazolo[1,5-a][1,4]diazepine-2-carboxamide CN(C(=O)C1=NN2C(CN(CCC2)S(=O)(=O)C2=C(C=CC=C2)[N+](=O)[O-])=C1)C